9,9-dimethylfluoren-2-amine CC1(C2=CC=CC=C2C=2C=CC(=CC12)N)C